1-(3,5-dichlorophenyl)-2-methyl-piperazine ClC=1C=C(C=C(C1)Cl)N1C(CNCC1)C